ClC1=CC2=C(N(C(N=C2N2[C@H](CN(CC2)C(C=C)=O)C)=O)C2=C(C#N)C=CC=C2C(C)C)N=C1C1=C(C=CC=C1)F 2-(6-chloro-7-(2-fluorophenyl)-4-((2S)-2-methyl-4-(2-propenoyl)-1-piperazinyl)-2-oxopyrido[2,3-d]pyrimidin-1(2H)-yl)-3-(2-propanyl)benzonitrile